4-(2-((1-((2-methoxynaphthalen-1-yl)methyl)naphthalen-2-yl)oxy)ethyl)-4-methylmorpholine-4-ium formate C(=O)[O-].COC1=C(C2=CC=CC=C2C=C1)CC1=C(C=CC2=CC=CC=C12)OCC[N+]1(CCOCC1)C